5,6-dimethyl-9-(2-(piperidin-1-yl)ethoxy)-6H-pyrido[4,3-b]carbazole CC1=C2C(=CC=3C=4C=C(C=CC4N(C13)C)OCCN1CCCCC1)C=NC=C2